(S)-2-((4-(6-((2-ethyl-2H-indazol-6-yl)methoxy)pyridin-2-yl)piperidin-1-yl)methyl)-1-(oxetan-2-ylmethyl)-1H-benzo[d]imidazole-6-carboxylate C(C)N1N=C2C=C(C=CC2=C1)COC1=CC=CC(=N1)C1CCN(CC1)CC1=NC2=C(N1C[C@H]1OCC1)C=C(C=C2)C(=O)[O-]